The molecule is the 1-pyrrolinecarboxylate formed by deprotonation of the carboxy group of (3R,5S)-1-pyrroline-3-hydroxy-5-carboxylic acid; principal microspecies at pH 7.3. It is a conjugate base of a (3R,5S)-1-pyrroline-3-hydroxy-5-carboxylic acid. C1[C@H](C=N[C@@H]1C(=O)[O-])O